N1=CC=CC=2CCCC(C12)NC(C1=CC=C(C=C1)CNCC1=NC=CC=C1)=O N-(5,6,7,8-tetrahydro-8-quinolinyl)-4-[[(2-pyridinylmethyl)amino]methyl]benzamide